C(C)(C)(C)OC(=O)NC(C(=O)O)CCN(CCCCC1=NC=2NCCCC2C=C1)CCN1N=CC=C1 2-(tert-butoxycarbonylamino)-4-[2-pyrazol-1-ylethyl-[4-(5,6,7,8-tetrahydro-1,8-naphthyridin-2-yl)butyl]amino]butanoic acid